ClC1=CC=2N(C=C1C(=O)OC)C(=CN2)C2=CC=C(C=C2)NC(=O)OC methyl 7-chloro-3-[4-(methoxycarbonylamino)phenyl]imidazo[1,2-a]pyridine-6-carboxylate